2'-(o-Phenylenedioxy)diethanol C1(=C(C=CC=C1)OCCO)OCCO